β-styryl-acrylic acid C(=CC1=CC=CC=C1)C=CC(=O)O